C(C(=O)[O-])S The molecule is a monocarboxylic acid anion. It derives from a glycolate. It is a conjugate base of a thioglycolic acid. It is a conjugate acid of a thioglycolate(2-).